FC=1C(=NC=C(C1)N1CCC2(CC1)CCC(CC2)N2CCN(CC2)C2=CC=C(C=C2)[N+](=O)[O-])C(=O)O 3-fluoro-5-[9-[4-(4-nitrophenyl)piperazin-1-yl]-3-azaspiro[5.5]undecan-3-yl]pyridine-2-carboxylic acid